1-methyl-3-(((3s,4r)-4-methyltetrahydrofuran-3-yl)oxy)-4-nitro-1H-pyrazole CN1N=C(C(=C1)[N+](=O)[O-])O[C@@H]1COC[C@H]1C